N1(C=NC2=C1C=CC=C2)CC(=O)NCCN2N=C(C=CC2=O)C2=C(N=C(S2)C)C 2-(benzimidazol-1-yl)-N-[2-[3-(2,4-dimethyl-1,3-thiazol-5-yl)-6-oxopyridazin-1-yl]ethyl]acetamide